NC1=NC=NC=2C3=C(CC(C12)(C)C)C(=C(C=C3)Br)NS(=O)(=O)C3=CC=C(C=C3)[N+](=O)[O-] N-(4-amino-8-bromo-5,5-dimethyl-6H-benzo[H]quinazolin-7-yl)-4-nitro-benzenesulfonamide